CC1(C(=CCCC1)C1=CC=C(C=C1)[N+](=O)[O-])C dimethyl-4'-nitro-2,3,4,5-tetrahydro-1,1'-biphenyl